NC=1C2=C(N=CN1)N(C=C2C=2C(=C(C=CC2)NS(=O)(=O)C=2SC(=CC2)Br)F)C 5-bromo-thiophene-2-sulfonic acid [3-(4-amino-7-methyl-7H-pyrrolo[2,3-d]pyrimidin-5-yl)-2-fluoro-phenyl]-amide